5-Isopropoxy-2-(2-isopropylphenyl)-N-((4-(5-(trifluoromethyl)pyridin-2-yl)bicyclo[2.2.2]octan-1-yl)methyl)pyrimidin-4-amine C(C)(C)OC=1C(=NC(=NC1)C1=C(C=CC=C1)C(C)C)NCC12CCC(CC1)(CC2)C2=NC=C(C=C2)C(F)(F)F